(2-chloro-6-fluorophenyl)-7-(4-ethyl-3-(hydroxymethyl)-5-oxo-4,5-dihydro-1H-1,2,4-triazol-1-yl)-6-fluoro-1-isopropyl-2,2-dimethyl-2,3-dihydroquinazolin-4(1H)-one ClC1=C(C(=CC=C1)F)N1C(N(C2=CC(=C(C=C2C1=O)F)N1N=C(N(C1=O)CC)CO)C(C)C)(C)C